1-(3-amino-1-(4-((6-amino-9H-purin-9-yl)methyl)-6-(4-fluoro-2-methoxyphenyl)pyridin-3-yl)piperidin-3-yl)-2,2-difluoroethan-1-ol NC1(CN(CCC1)C=1C=NC(=CC1CN1C2=NC=NC(=C2N=C1)N)C1=C(C=C(C=C1)F)OC)C(C(F)F)O